3-METHOXYVALINE COC([C@H](N)C(=O)O)(C)C